FC1=C(C=C(C=C1C[C@@H]1NCC2(CC2)[C@@H]1NS(=O)(=O)CC)F)C1=CC(=CC=C1)F N-((6S,7S)-6-((2,3',5-trifluoro-[1,1'-biphenyl]-3-yl)methyl)-5-azaspiro[2.4]heptan-7-yl)ethanesulfonamide